1-dodecanoyl-2-(6Z,9Z,12Z-octadecatrienoyl)-glycero-3-phosphoserine CCCCCCCCCCCC(=O)OC[C@H](COP(=O)(O)OC[C@@H](C(=O)O)N)OC(=O)CCCC/C=C\C/C=C\C/C=C\CCCCC